N1CC[C@H](CCC1)CNC1=NN(C(=C1)C1=CC(=C(C#N)C=C1)F)C1=C(C=C(C=C1)N1CCC(CC1)OC)F 4-[3-({[(4S)-azepan-4-yl]methyl}amino)-1-[2-fluoro-4-(4-methoxy-piperidin-1-yl)phenyl]-1H-pyrazol-5-yl]-2-fluorobenzonitrile